C1=CC=CC=2C3=CC=CC=C3N(C12)C=1C=C(C=CC1)N1C=2C=CC=CC2C(C2=CC=CC=C12)(C)C 10-(3-(9H-carbazol-9-yl)phenyl)-9,9-dimethyl-9,10-dihydroacridine